N-benzyldimethylamine C(C1=CC=CC=C1)N(C)C